rac-5,5,6-trifluoro-1-[(4-methoxyphenyl)methyl]-3-(trifluoromethyl)-6H-cyclopenta[c]pyrazol-4-one FC1(C(C2=C(N(N=C2C(F)(F)F)CC2=CC=C(C=C2)OC)[C@H]1F)=O)F |r|